NC1=NC(=C2C(=N1)N(N=C2)C)C=2N=NN(C2)CC2=CC=CC(=N2)O 6-((4-(6-amino-1-methyl-1H-pyrazolo[3,4-d]pyrimidin-4-yl)-1H-1,2,3-triazol-1-yl)methyl)pyridin-2-ol